FC1(CCN(CC1)CCOC1=CC=C(C(=O)NC2=CC(=C(C=C2)O)S(=O)(=O)C)C=C1)F 4-(2-(4,4-difluoropiperidin-1-yl)ethoxy)-N-(4-hydroxy-3-(methylsulfonyl)phenyl)benzamide